C(CCCCCCCCCCCCCCCCC)(=O)O.C(CCCCCCC)P(CCCCCCCC)CCCCCCCC trioctylphosphine monostearate